(1r,5s,6s)-6-(6-chloro-1H-indazol-4-yl)bicyclo[3.1.0]hexane-3,6-diol ClC1=CC(=C2C=NNC2=C1)C1([C@H]2CC(C[C@@H]12)O)O